NC1=NC=C(C2=C1C(=NN2[C@@H]2CNCC2)C#CC2=C(C(=CC(=C2F)OC)OC)F)C(C)O 1-(4-amino-3-((2,6-difluoro-3,5-dimethoxyphenyl)ethynyl)-1-((S)-pyrrolidin-3-yl)-1H-pyrazolo[4,3-c]pyridin-7-yl)ethan-1-ol